C1(=CC=CC=2C=CC=3C=4C=CC=CC4CC3C21)N Benzo-fluorenamine